FC(OC1=CC=C(C=C1)C1=NN=CO1)(F)F 5-(4-trifluoromethoxyphenyl)1,3,4-oxadiazol